[Li].C(=C)C1=CC=C(C=C1)B(O)O 4-vinylphenylboronic acid lithium